5-(5-(5-(2-cyclopentylethyl)-1,2,4-oxadiazol-3-yl)-1H-benzo[d]imidazol-1-yl)-1-(pyrrolidin-1-yl)pentan-1-one C1(CCCC1)CCC1=NC(=NO1)C1=CC2=C(N(C=N2)CCCCC(=O)N2CCCC2)C=C1